ClC=1C=C(C=C(C1OC1=CC2=C(N=C3OCCCN32)C=C1)Cl)NC(=O)C1=NOC(N1)=O N-(3,5-dichloro-4-((3,4-dihydro-2H-benzo[4,5]imidazo[2,1-b][1,3]oxazin-7-yl)oxy)phenyl)-5-oxo-4,5-dihydro-1,2,4-oxadiazole-3-carboxamide